6-(benzyloxy)-N-ethyl-4-(methoxymethyl)-9H-pyrido[3,4-b]indole-3-carboxamide C(C1=CC=CC=C1)OC=1C=C2C3=C(NC2=CC1)C=NC(=C3COC)C(=O)NCC